C(C)(C)NC(O[C@H]1C[C@H](CC1)C1=NN(C(=C1)NC1=NC=CC(=C1)COC1=C(C(=CC=C1)OCC1=CC=C(C=C1)OC)C=O)C(C)(C)C)=O (1R,3S)-3-{1-tert-butyl-5-[(4-{2-formyl-3-[(4-methoxyphenyl)methoxy]phenoxymethyl} pyridine-2-yl)amino]pyrazol-3-yl}cyclopentyl N-isopropylcarbamate